C(C)OC(=O)C=1C=NOC1 ethyl-1,2-oxazole-4-carboxylate